C(C)(C)C=1C(=NN(C1)C1CCN(CC1)C(=O)OC(C)(C)C)OC1=CC=C(C=C1)OC(F)(F)F tert-butyl 4-[4-isopropyl-3-[4-(trifluoromethoxy)phenoxy]pyrazol-1-yl]piperidine-1-carboxylate